ClC=1C=C(CNC(C2=CC(=CC=C2)NC=2N=NC(=CC2)C2=CC=CC=C2)=O)C=CC1Cl N-(3,4-dichlorobenzyl)-3-((6-phenylpyridazin-3-yl)amino)benzamide